BrC=1C(NC(N(C1)[C@@H]1OC=CC1)=O)=O (R)-5-bromo-1-(2,3-dihydrofuran-2-yl)pyrimidine-2,4(1H,3H)-dione